5-(4-ethylphenyl)-1H-benzol C(C)C1=CC=C(C=C1)C=1C=CCCC1